benzyl N-methyl-N-(3-oxo-4-((S)-1-tritylaziridine-2-carbonyl) piperazine-1-carbonyl)-L-valinate CN([C@@H](C(C)C)C(=O)OCC1=CC=CC=C1)C(=O)N1CC(N(CC1)C(=O)C1[N@](C1)C(C1=CC=CC=C1)(C1=CC=CC=C1)C1=CC=CC=C1)=O